CC=1SC2=C(C=[N+](C=C2)[O-])N1 2-methylthiazolo[4,5-c]pyridine 5-oxide